C1=CC=C2C(=C1)C=C(N2)C(C(=O)O)(O)O dihydroxyindoleacetic acid